C(C)(C)(C)OC(N[C@@H](C)C1=CC=C(C=C1)CCl)=O (S)-(1-(4-(chloromethyl)phenyl)ethyl)carbamic acid tert-butyl ester